(S)-5,6-dichloro-1'-(3-hydroxy-2-(hydroxymethyl)propanoyl)spiro[indoline-3,3'-pyrrolidin]-2-one ClC=1C=C2C(=CC1Cl)NC([C@]21CN(CC1)C(C(CO)CO)=O)=O